10-Chloro-3,4-dihydrobenzo[e]pyrimido[1,2-c][1,3]thiazin-6(2H)-imine ClC=1C=CC2=C(C=3N(C(S2)=N)CCCN3)C1